BrC1=C(OCC=2CCN(CC2)C(=O)OC(C)(C)C)C=CC(=C1)OC tert-butyl 4-((2-bromo-4-methoxyphenoxy)methyl)-3,6-dihydropyridine-1(2H)-carboxylate